C(C(C)(C)C)(=O)OC1=CC(=C(C2=CC=CC=C12)N)Cl 4-amino-3-chloronaphthalen-1-yl pivalate